P(O)(=O)(OP(=O)(O)OP(=O)(O)O)OC[C@@H]1[C@H]([C@H]([C@@H](O1)N1C(=O)NC(=O)C=C1)O)S 3'-thiouridine triphosphate